CSC1=CC2=C(NC=N2)C=C1C#N 5-(methylsulfanyl)-1H-benzo[d]imidazole-6-carbonitrile